methyl (5-((5-methyl-8-(2-oxopyrrolidin-1-yl)-5H-chromeno[4,3-c]pyridin-3-yl)amino)pyridin-3-yl)carbamate CC1OC=2C=C(C=CC2C=2C=NC(=CC21)NC=2C=C(C=NC2)NC(OC)=O)N2C(CCC2)=O